NC1=NC=2N(C=C1\C=C\COC)C=C(N2)C2=C(C=CC=C2)O 2-[7-amino-6-[(E)-3-methoxyprop-1-enyl]imidazo[1,2-a]pyrimidin-2-yl]phenol